COC1=CC=C(CN2N=C(N=C2C(=O)OC)C2=C(C=CC=C2)OC)C=C1 methyl 1-(4-methoxybenzyl)-3-(2-methoxyphenyl)-1H-1,2,4-triazole-5-carboxylate